COC=1C=C2C(=CC=NC2=CC1OC)ONC1=CC=CC=C1 (6,7-dimethoxy-quinolin-4-yloxy)aniline